C(C1=CC=CC=C1)OC1=CC=C2C(C(OCC2=C1)CCCC1=C(C=CC=C1)Br)=O 7-(benzyloxy)-3-(3-(2-bromophenyl)propyl)isochroman-4-one